(E)-N-(2-(diethylamino)-4-methoxy-5-((4-(1-methyl-1H-indol-3-yl)pyrimidin-2-yl)amino)phenyl)-4-morpholinobut-2-enamide C(C)N(C1=C(C=C(C(=C1)OC)NC1=NC=CC(=N1)C1=CN(C2=CC=CC=C12)C)NC(\C=C\CN1CCOCC1)=O)CC